ethyl 6-(1-cyanocyclopropyl)-3-ethylsulfanyl-imidazo[1,2-a]pyridine-2-carboxylate C(#N)C1(CC1)C=1C=CC=2N(C1)C(=C(N2)C(=O)OCC)SCC